COC(=O)C=1NC(=C(C1C1=C2C=CN(C2=CC(=C1)OC)CCNC(=O)C=1SC=CN1)C(C)C)C1=C2C=CN(C2=CC(=C1)F)S(=O)(=O)C1=CC=C(C)C=C1 5-(6-Fluoro-1-p-toluenesulfonyl-1H-indol-4-yl)-4-isopropyl-3-(6-methoxy-1-(2-(thiazole-2-carboxamido)ethyl)-1H-indol-4-yl)-1H-pyrrole-2-carboxylic acid methyl ester